CC1=C(C(=CC=C1)C)C=1C=C2C(=NC1)N(C(N2)=O)[C@H](CS(=O)(=O)C)C2=NC(=C(C=C2)OC)OCC (S)-6-(2,6-dimethylphenyl)-3-(1-(6-ethoxy-5-methoxypyridin-2-yl)-2-(methylsulfonyl)ethyl)-1H-imidazo[4,5-b]pyridin-2(3H)-one